FC1=C2C(NC=3CCCC(C3C2=CC=C1F)NC)=O 7,8-difluoro-1-(methylamino)-2,3,4,5-tetrahydro-1H-phenanthridin-6-one